C(C)(C)(C)OC(=O)C1(C2CC(C(C1)C2)OC(=O)C2C1C=CC(C2)C1)C(=O)OC(C)(C)C 5-(5,5-di(t-butoxycarbonyl)-2-norbornyloxycarbonyl)-bicyclo[2.2.1]Hept-2-ene